ClC=1C=CC(=C(C(=O)NC2CCC(CC2)NC2=CC(=NC3=CC=CC=C23)C(F)(F)F)C1)F 5-chloro-2-fluoro-N-[(1s,4s)-4-{[2-(trifluoromethyl)quinolin-4-yl]amino}cyclohexyl]benzamide